FC=1C=C2C(=C(C=NC2=CC1)C(=O)N1CCN(CC1)S(=O)(=O)C)C1=CC=C(C=C1)C1(CC1)C#N (4-(6-fluoro-3-(4-(methylsulfonyl)piperazine-1-carbonyl)quinolin-4-yl)phenyl)cyclopropane-1-carbonitrile